(R)-5-(10-ethyl-11-oxo-1,2,4,4a,5,6,11,14-octahydro-3H,12H-pyrazino[1',2':5,6][1,5]oxazocino[2,3-b][1,5]naphthyridin-3-yl)-N-methylpicolinamide C(C)C=1C(NC=2C=C3C(=NC2C1)OCC[C@H]1N(C3)CCN(C1)C=1C=CC(=NC1)C(=O)NC)=O